lauric acid monoglycidyl ester C(C1CO1)OC(CCCCCCCCCCC)=O